BrC1=C(C=C(C=C1)S(=O)(=O)N1CC(CC1)=O)C 1-((4-bromo-3-methylphenyl)sulfonyl)pyrrolidin-3-one